ClC1=NC=CC(=C1F)C1=NC=C(C(=C1)C(F)F)OC[C@](CC(C)C)(N)C (S)-1-((2'-chloro-4-(difluoromethyl)-3'-fluoro-[2,4'-bipyridinyl]-5-yl)oxy)-2,4-dimethylpentan-2-amine